COC=1C=C2CCCN(C2=CC1)C1=CC(OC2=CC(=CC=C12)OC)=O 4-(6-methoxy-3,4-dihydroquinoline-1(2H)-yl)-7-methoxycoumarin